C1(C(=C(C(C(=C1C(=O)O)C(=O)O)=O)C(=O)O)C(=O)O)=O 4-benzoquinonetetracarboxylic acid